6-tert-butyl-10-methoxy-9-(1-methyl-1H-pyrazol-5-yl)-2-oxo-6,7-dihydro-2H-pyrido[2,1-a]isoquinoline-3-carboxylic acid C(C)(C)(C)C1N2C(C3=CC(=C(C=C3C1)C1=CC=NN1C)OC)=CC(C(=C2)C(=O)O)=O